4-iodo-1-((2-(trimethylsilyl)ethoxy)methyl)-1H-pyrazole-3-carboxylic acid ethyl ester C(C)OC(=O)C1=NN(C=C1I)COCC[Si](C)(C)C